ClC=1C=C(C(=O)N[C@@H](C)C2=NC=NN2C2=NC=C(C=C2)N2N=C(C=C2)C(F)(F)F)C=C(C1)C(F)(F)F 3-chloro-5-(trifluoromethyl)-N-[(1S)-1-(1-{5-[3-(trifluoromethyl)-1H-pyrazol-1-yl]pyridin-2-yl}-1H-1,2,4-triazol-5-yl)ethyl]benzamide